N1=CC=CC=C1 (S)-pyridine